sodium tert.-butoxide CC(C)(C)[O-].[Na+]